dithiolane-4-carboxylic acid C1C(CSS1)C(=O)O